C1(CC1)CONC(=NC(CC1=CC=CC=C1)=O)C1=C(C(=CC=C1OC(F)F)F)F N-[[(cyclopropylmethoxy)amino][6-(difluoromethoxy)-2,3-difluorophenyl]methylene]phenylacetamide